3-(benzyloxy)-1-methylcyclobutanol C(C1=CC=CC=C1)OC1CC(C1)(O)C